6-(2-chlorophenyl)-2-((4-((2-(dimethylamino)ethyl)(methyl)amino)-3-methylphenyl)amino)-5-ethynyl-8-methylpyrido[2,3-d]pyrimidin-7(8H)-one ClC1=C(C=CC=C1)C1=C(C2=C(N=C(N=C2)NC2=CC(=C(C=C2)N(C)CCN(C)C)C)N(C1=O)C)C#C